5-bromo-3-(cyclopropanecarboxamido)-1H-indole-1-carboxylic acid tert-butyl ester C(C)(C)(C)OC(=O)N1C=C(C2=CC(=CC=C12)Br)NC(=O)C1CC1